C(C)C1=C(C=C(C(=C1)O)F)C1=CC=C2C=CN(C2=C1)C1OCCCC1 6-(2-ethyl-5-fluoro-4-hydroxyphenyl)-1-(tetrahydro-2H-pyran-2-yl)-1H-indol